C(C)(C)(C)C1=C(C=CC(=C1)F)S(=O)(=O)N (tert-butyl)-4-fluorobenzenesulfonamide